[Si].[Mn].[Si] silicon-manganese silicon